BrC1=C(C=C(C(=C1)Br)NC(C)=O)O 2,4-dibromo-5-acetylaminophenol